ClC1=NC(=CC(=C1)C(CN(C(OC(C)(C)C)=O)[C@H](CO)C)O)Cl tert-butyl (2-(2,6-dichloropyridin-4-yl)-2-hydroxyethyl)((S)-1-hydroxypropan-2-yl)-carbamate